4-Bromostyrol BrC1=CC=C(C=C)C=C1